Methylphosphonium C[PH3+]